(1S,2S)-2-(6-bromopyridin-2-yl)-N-((R)-1-phenylethyl)cyclopropane-1-carboxamide BrC1=CC=CC(=N1)[C@@H]1[C@H](C1)C(=O)N[C@H](C)C1=CC=CC=C1